C(C=C)N1N(C2=NC(=NC=C2C1=O)NC=1C=NC=C(C1)Cl)C1=NC(=CC=C1)OC1CCN(CC1)C 2-allyl-6-(5-chloro-3-pyridylamino)-1-[6-(1-methyl-4-piperidyloxy)-2-pyridyl]-1,2-dihydro-3H-1,2,5,7-tetraazainden-3-one